((6-(1-methyl-1H-pyrazol-4-yl)pyridin-2-yl)methyl)carbamic acid tert-butyl ester C(C)(C)(C)OC(NCC1=NC(=CC=C1)C=1C=NN(C1)C)=O